N[C@@H]1[C@H](CCC1)CCC(=O)O 3-((1R,2S)-2-aminocyclopentyl)propanoic acid